2-((1Z,4Z)-hept-1,4-dien-1-yl)thiophene C(=C/C\C=C/CC)/C=1SC=CC1